N=1C=NN2C1C=CC=C2C(/C=C/C(=O)N2CC1CCC(C2)N1C1=NC=C(C#N)C=C1)(F)F 6-(3-((E)-4-([1,2,4]triazolo[1,5-a]pyridin-5-yl)-4,4-difluorobut-2-enoyl)-3,8-diazabicyclo[3.2.1]octan-8-yl)nicotinonitrile